OCC[C@@H](C1=CC=CC=C1)N[C@@H](C(C)C)C(=O)OC(C)(C)C tert-butyl ((S)-3-hydroxy-1-phenylpropyl)-L-valinate